N-(4-Cyanobenzyl)-1-methyl-7-oxo-6-((1-((tetrahydro-2H-pyran-4-yl)sulfonyl)cyclopropyl)methyl)-4,5,6,7-tetrahydro-1H-pyrazolo[3,4-c]pyridine-3-carboxamide C(#N)C1=CC=C(CNC(=O)C2=NN(C=3C(N(CCC32)CC3(CC3)S(=O)(=O)C3CCOCC3)=O)C)C=C1